COC1(CC2C(CN(C2)C=O)C1)C1=CC=C(C=C1)C(F)(F)F (5-methoxy-5-(4-(trifluoromethyl)phenyl)hexahydrocyclopenta[c]pyrrol-2(1H)-yl)methanone